4-((4-chlorophenyl)sulfonamido)-1-methyl-3-(tetrahydro-2H-pyran-4-yl)-1H-pyrazole-5-carboxylic acid ClC1=CC=C(C=C1)S(=O)(=O)NC=1C(=NN(C1C(=O)O)C)C1CCOCC1